CC1=NC(=NC(=C1)C)N1C2CN(C(C1)CC2)C(=O)C2=C(C=CC=C2N2N=CC=N2)F (5-(4,6-dimethylpyrimidin-2-yl)-2,5-diazabicyclo[2.2.2]oct-2-yl)(2-fluoro-6-(2H-1,2,3-triazol-2-yl)phenyl)methanone